N1CC(C1)N1CC=2N=CN=C(C2CC1)OC1=C(C=C(C=C1)NC(=O)C=1C(N(C(N(C1)C(C)C)=O)C1=CC=C(C=C1)F)=O)F N-(4-((7-(azetidin-3-yl)-5,6,7,8-tetrahydropyrido[3,4-d]pyrimidin-4-yl)oxy)-3-fluorophenyl)-3-(4-fluorophenyl)-1-isopropyl-2,4-dioxo-1,2,3,4-tetrahydropyrimidine-5-carboxamide